FC(C1=CC=C(C=C1)C1(COCC1)CO)(F)F (3-(4-trifluoromethylphenyl)tetrahydrofuran-3-yl)methanol